tert-butyl (3S)-3-[[4-[3-(4-amino-2-fluoro-phenoxy)pyrazin-2-yl]pyrimidin-2-yl]amino]piperidine-1-carboxylate NC1=CC(=C(OC=2C(=NC=CN2)C2=NC(=NC=C2)N[C@@H]2CN(CCC2)C(=O)OC(C)(C)C)C=C1)F